dinonyl 8,8'-((3-bromopropyl)azanediyl)dioctanoate BrCCCN(CCCCCCCC(=O)OCCCCCCCCC)CCCCCCCC(=O)OCCCCCCCCC